N1C(=NC2=C1C=CC=C2)CCNCCC=2SC=1N=C(N=C(C1N2)NCC2=NC=CC=C2F)NN 2-(2-[[2-(1H-1,3-benzodiazol-2-yl)ethyl]amino]ethyl)-N-[(3-fluoropyridin-2-yl)methyl]-5-hydrazinyl-[1,3]thiazolo[5,4-d]pyrimidin-7-amine